CN1C=CC=2C1=C(N=CC2C(F)(F)F)N2CCN(CC2)C(=O)OC(C)(C)C tert-butyl 4-(1-methyl-4-(trifluoromethyl)-1H-pyrrolo[2,3-c]pyridin-7-yl)piperazine-1-carboxylate